5-[7-azaspiro[3.5]non-2-yloxy]-2-(2,6-dioxopiperidin-3-yl)isoindole-1,3-dione formate salt C(=O)O.C1C(CC12CCNCC2)OC=2C=C1C(N(C(C1=CC2)=O)C2C(NC(CC2)=O)=O)=O